C1([C@H](O)[C@H](O)[C@@H](O)[C@@H](O1)C)C(C(C(=O)[O-])(C(C(CCCCCCCCCCCC)O)=O)C1[C@H](O)[C@H](O)[C@@H](O)[C@@H](O1)C)(CCCCCCCCCCC)O L-rhamnopyranosyl-L-rhamnopyranosyl-beta-hydroxytetradecanoyl-beta-hydroxytetradecanoate